((1r,4r)-4-((2-(2,6-dioxopiperidin-3-yl)-1-oxoisoindolin-4-yl)amino)cyclohexyl)acetamide O=C1NC(CCC1N1C(C2=CC=CC(=C2C1)NC1CCC(CC1)CC(=O)N)=O)=O